2-(tert-butylamino)-4-((1-(2-hydroxyethyl)-6-oxopiperidin-3-yl)amino)pyrimidine-5-carboxamide C(C)(C)(C)NC1=NC=C(C(=N1)NC1CN(C(CC1)=O)CCO)C(=O)N